C(C=C)OC(=O)NC[C@@H](CN(C(OCC=C)=O)CC1(CN(C1)C([C@H](CCCCNC(=O)OC(C)(C)C)N)=O)O)O Allyl N-[(2S)-3-(allyloxycarbonylamino)-2-hydroxy-propyl]-N-[[1-[(2S)-2-amino-6-(tert-butoxycarbonylamino)hexanoyl]-3-hydroxyazetidin-3-yl]methyl]carbamate